CSC(C(=O)N1C(CCCC1)C=1NC=C(N1)C1=CC=C(C#N)C=C1)C 4-(2-(1-(2-(methylthio)propionyl)piperidin-2-yl)-1H-imidazol-4-yl)benzonitrile